3-(4-methylthiazol-yl)-6-(3-phenylpropoxy)-2-(pyrimidin-5-yl)-1H-inden-1-one CC=1N=C(SC1)C1=C(C(C2=CC(=CC=C12)OCCCC1=CC=CC=C1)=O)C=1C=NC=NC1